CC1=CCC2(C1C2)C(C)C α-thujene